C1(=CC=CC=C1)C(C(=O)N)(C)C1=CC=CC=C1 2,2-diphenylpropanamide